(Z)-2-((3-benzyl-5-(4-fluoro-3-nitrophenyl)pyrazin-2-yl)amino)-3-(furan-2-yl)acrylic acid C(C1=CC=CC=C1)C=1C(=NC=C(N1)C1=CC(=C(C=C1)F)[N+](=O)[O-])N\C(\C(=O)O)=C/C=1OC=CC1